(1R,2R)-1-((tert-butoxycarbonyl)amino)-2-vinylcyclopropane-1-carboxylic acid C(C)(C)(C)OC(=O)N[C@]1([C@H](C1)C=C)C(=O)O